C(#N)C1=CC(=C(OC=2N=NC(=C(C2C(=O)NC2=CC(=CC=C2)[S@@](=O)(C)=N)C)C(F)(F)F)C=C1)C 3-(4-cyano-2-methylphenoxy)-N-{3-[(S)-imino(methyl)oxo-λ6-sulfanyl]phenyl}-5-methyl-6-(trifluoromethyl)pyridazine-4-carboxamide